ClC(C(=O)OCC(C(Cl)(Cl)Cl)(Cl)Cl)=C 2,2,3,3,3-pentachloropropyl α-chloroacrylate